COC(=O)N1C2(CC2)CN(CC1)C=1C=CC=2N(C(C=C(N2)C=2C=C(C=3N(N2)C=C(N3)C)C)=O)C1 7-(4-Methoxycarbonyl-4,7-diazaspiro[2.5]octan-7-yl)-2-(2,8-dimethylimidazo{1,2-b}pyridazin-6-yl)-4H-pyrido[1,2-a]pyrimidin-4-one